P(=O)(OC1=C2C(=CNC2=CC=C1)C([2H])([2H])[C@H]1N(CCC1)C([2H])([2H])[2H])(O)O (S)-3-((1-(methyl-d3) pyrrolidin-2-yl) methyl-d2)-1H-indol-4-yl dihydrogen phosphate